N-{(2S,3R)-4,4-difluoro-1-[(2R)-oxolane-2-carbonyl]-2-[(2,2',5'-trifluoro[1,1'-biphenyl]-3-yl)methyl]pyrrolidin-3-yl}ethanesulfonamide FC1([C@@H]([C@@H](N(C1)C(=O)[C@@H]1OCCC1)CC=1C(=C(C=CC1)C1=C(C=CC(=C1)F)F)F)NS(=O)(=O)CC)F